2-(tetradecyloxy)ethanol C(CCCCCCCCCCCCC)OCCO